N[C@H](C(=O)O)CC1=CC=C(C=C1)N(CCCl)CCCl (2S)-2-amino-3-[4-[bis(2-chloroethyl)amino]phenyl]propanoic acid